3-[3-Hydroxy-4-(piperidin-1-ylmethyl)phenyl]-1-(4-methoxyphenyl)prop-2-en-1-one OC=1C=C(C=CC1CN1CCCCC1)C=CC(=O)C1=CC=C(C=C1)OC